(1R)-5-((1-(2-(2-aminoethyl)-5-fluorobenzofuran-7-yl)ethyl)amino)pyrazolo[1,5-a]pyrimidine-3-carboxylic acid NCCC=1OC2=C(C1)C=C(C=C2[C@@H](C)NC2=NC=1N(C=C2)N=CC1C(=O)O)F